BrC=1C=C(C#N)C=CC1C=O 3-bromo-4-formyl-benzonitrile